2,4-Di(hydroxymethyl)phenol OCC1=C(C=CC(=C1)CO)O